ClC=1C(=NC(=NC1)N[C@H]1[C@@H]([C@@H]2CO[C@H](C1)O2)O)C2=CC(=C1C=3N(CC(N(C23)C)=O)C(=N1)C(C)(C)O)F 7-(5-chloro-2-(((1S,2S,3R,5S)-2-hydroxy-6,8-dioxabicyclo[3.2.1]octan-3-yl)amino)pyrimidin-4-yl)-9-fluoro-2-(2-hydroxypropan-2-yl)-6-methyl-4H-imidazo[1,5,4-de]quinoxalin-5(6H)-one